6-(2-methoxyethoxy)-2-methylpyrimido[5,4-d]pyrimidin-4-amine COCCOC=1N=CC=2N=C(N=C(C2N1)N)C